C(C=C)(=O)N1[C@H](CCC1)COC=1C=NC=CC1C1=C(C=2C(NCCC2N1)=O)NC1=C(C(=CC=C1)F)C (R)-2-(3-((1-acryloylpyrrolidin-2-yl)methoxy)pyridin-4-yl)-3-((3-fluoro-2-methylphenyl)amino)-1,5,6,7-tetrahydro-4H-pyrrolo[3,2-c]pyridin-4-one